4-(4,4,5,5-tetramethyl-1,3,2-dioxaborolan-2-yl)cyclohex-3-ene-1-carboxylic acid ethyl ester C(C)OC(=O)C1CC=C(CC1)B1OC(C(O1)(C)C)(C)C